4-((5-((2-bromo-3-iodobenzyl)oxy)-4-chloro-2-formylphenoxy)methyl)picolinonitrile BrC1=C(COC=2C(=CC(=C(OCC3=CC(=NC=C3)C#N)C2)C=O)Cl)C=CC=C1I